NC(CCN1[C@@H](CCC1)C(=O)O)C(=O)O (3-amino-3-carboxypropyl)Proline